C(C)(C)(C)OC(=O)N1CCC(CC1)NC1=CC=CC2=C1NC=N2 4-((1H-benzo[d]imidazol-7-yl)amino)piperidine-1-carboxylic acid tert-butyl ester